BrC=1C=C2C(=C(C(N(C2=CC1OC)C)=O)C#N)N1CCC(CC1)C=1OC2=C(N1)C=C(C=C2)C 6-bromo-7-methoxy-1-methyl-4-[4-(5-methyl-1,3-benzooxazol-2-yl)piperidin-1-yl]-2-oxo-1,2-dihydroquinoline-3-carbonitrile